1-(benzo[b]thiophen-2-yl)-2-(pyridin-3-yl)prop-2-en-1-one S1C2=C(C=C1C(C(=C)C=1C=NC=CC1)=O)C=CC=C2